CC(C[O-])C 2-methylpropanolate